C1(CC1)C(CP(O)(=O)C)C1=CC(=CC=C1)OC(C1=CC(=C(C=C1)C1=CC(=NC=C1F)OC)CN(C(C)C)C(C)C)=O (2-cyclopropyl-2-(3-((3-((diisopropylamino)methyl)-4-(5-fluoro-2-methoxypyridin-4-yl)benzoyl)oxy)phenyl)ethyl)(methyl)phosphinic acid